(S)-1-(3-(1-((2-ethyl-2H-pyrazolo[3,4-b]pyrazin-6-yl)amino)ethyl)phenyl)-3-(1-isopropyl-1H-pyrazol-4-yl)urea C(C)N1N=C2N=C(C=NC2=C1)N[C@@H](C)C=1C=C(C=CC1)NC(=O)NC=1C=NN(C1)C(C)C